N1=C(N=C(C=C1)N)N Pyrimidindiamin